BrCC(=O)N1CCN(C2=CC=CC=C12)CC1CC1 2-bromo-1-(4-(cyclopropylmethyl)-3,4-dihydroquinoxalin-1(2H)-yl)ethanone